4-(5-(2,6-dimethylphenoxy)-1-methyl-2-oxo-1,2-dihydropyridin-4-yl)-2-(2-fluoro-3-(hydroxymethyl)phenyl)-6-methyl-1,6-dihydro-7H-pyrrolo[2,3-c]pyridin-7-one CC1=C(OC=2C(=CC(N(C2)C)=O)C=2C3=C(C(N(C2)C)=O)NC(=C3)C3=C(C(=CC=C3)CO)F)C(=CC=C1)C